O[C@H]1[C@@H](N2C(C=3N(N([C@@H](C1)C)C2)C=C(C(C3O)=O)C(=O)NCC3=C(C=C(C=C3F)F)F)=O)C (1S,2R,4R,5S)-4,8-dihydroxy-2,5-dimethyl-7,9-dioxo-N-(2,4,6-trifluorobenzyl)-2,3,4,5,7,9-hexahydro-1,6-methanopyrido[1,2-b][1,2,5]triazonine-10-carboxamide